FC=1C2=CN(N=C2C=CC1C1=CNC2=C1C=1N(C(=N2)N2[C@H]3CC(C[C@@H]2CC3)N)C=CN1)C (1r,3r,5s)-8-(9-(4-fluoro-2-methyl-2H-indazol-5-yl)-7H-imidazo[1,2-c]pyrrolo[3,2-e]pyrimidin-5-yl)-8-azabicyclo[3.2.1]octane-3-amine